3-((2S)-3-(8-(2,5-dimethylphenylsulfonyl)-1-oxa-8-azaspiro[4.5]dec-3-ylamino)-2-hydroxypropoxy)-N-methylbenzenesulfonamide CC1=C(C=C(C=C1)C)S(=O)(=O)N1CCC2(CC(CO2)NC[C@@H](COC=2C=C(C=CC2)S(=O)(=O)NC)O)CC1